C(C)(C)(C)OC(=O)N1CC2(C1)CCN(CC2)C2=CC=C(C=C2)C2=CCCC1=CC(=CC=C21)OC2OCCCC2 7-(4-(6-((tetrahydro-2H-pyran-2-yl)oxy)-3,4-dihydronaphthalen-1-yl)phenyl)-2,7-diazaspiro[3.5]nonane-2-carboxylic acid tert-butyl ester